C1(CCCC1)CNCC=1C=C(C2=C(N=C(O2)C=2C=C(C=CC2)C2=C(C=C(C=C2)F)C2=NN=CN2C)C1)OC 1-cyclopentyl-N-((2-(4'-fluoro-2'-(4-methyl-4H-1,2,4-triazol-3-yl)-[1,1'-biphenyl]-3-yl)-7-methoxybenzo[d]oxazol-5-yl)methyl)methylamine